N1-hexyl-N6-(6-(hexylamino)hexyl)-N6-methylhexane-1,6-diamine C(CCCCC)NCCCCCCN(C)CCCCCCNCCCCCC